Dibenzyl azodicarboxylate N(=NC(=O)OCC1=CC=CC=C1)C(=O)OCC1=CC=CC=C1